(S)-N-(1-(4-bromothiophen-2-yl)ethylidene)-2-methylpropane-2-sulfinamide BrC=1C=C(SC1)C(C)=N[S@@](=O)C(C)(C)C